C(C)(=O)N[C@H]1C[C@H](CCC1)C(=O)OC(C)C (1S-3R)-isopropyl 3-acetamidocyclohexanecarboxylate